BrC1=C(C=C2C(NC(N(C2=C1)C=1N(C=CN1)C(C)C)=O)=O)Cl 7-bromo-6-chloro-1-(1-isopropyl-1H-imidazol-2-yl)quinazoline-2,4(1H,3H)-dione